NCC1CN(CCN1CN)C1=CC=CC=2OCCOC21 5-(3,4-bis(aminomethyl)piperazin-1-yl)-2,3-dihydro-1,4-benzodioxine